FC(C=1N=C(NC1)C)F 4-(difluoromethyl)-2-methyl-1H-imidazol